ONCC1=CC(=C(C(=O)[O-])C=C1)C 4-((hydroxyamino) methyl)-2-methylbenzoate